C(CCCCCCC\C=C/CCCCCCCC)(=O)[O-].[K+] Potassium oleate